[Cl-].CCOCCOCCNC(=[NH2+])N 2-(2-ethoxy)ethoxyethylguanidinium chloride